C(CCCCCCCCCCCCCCCCCCCCCCCCCCCCC)(=O)[O-].[Na+].BrC=1C=NN(C1)C(C)OCC 4-Bromo-1-(1-ethoxyethyl)-1H-pyrazole sodium triacontanoate